FC1=C(C(=C(C=C1OC)OC)F)C=1N=C(C2=C(N1)C=NC(=C2)N[C@H]2[C@H](COC2)NC(C=C)=O)N2CC(C2)(C)OC N-((3R,4S)-4-((2-(2,6-difluoro-3,5-dimethoxyphenyl)-4-(3-methoxy-3-methylazetidin-1-yl)pyrido[3,4-d]pyrimidin-6-yl)amino)tetrahydrofuran-3-yl)acrylamide